2-(3-(2-(((S)-((R)-5-cyano-1,2,3,4-tetrahydroquinolin-3-yl)(phenyl)methyl)amino)ethyl)-5-fluorophenyl)acetic acid C(#N)C1=C2C[C@H](CNC2=CC=C1)[C@@H](C1=CC=CC=C1)NCCC=1C=C(C=C(C1)F)CC(=O)O